4,6-bis(octylmethyl)-o-cresol C(CCCCCCC)CC=1C=C(C(=C(C1)CCCCCCCCC)O)C